COC(=O)[C@@H]1C[C@H](CCC1)OC=1C(=NC(=CC1)C=1N=NN(C1CN(C)C(=O)OCCCCF)C)C1CC1 (1S,3S)-methyl-3-((2-cyclopropyl-6-(5-((((4-fluorobutoxy)carbonyl)(methyl)amino)methyl)-1-methyl-1H-1,2,3-triazol-4-yl)pyridin-3-yl)oxy)cyclohexanecarboxylate